O1CCN(CC1)CCCO 3-morpholinopropanol